COC1=CC=C(C=C1)C(C=CSC1=NC2=C(N1)C=C(C=C2)C)=O 1-(4-methoxyphenyl)-3-[(6-methyl-1H-benzimidazol-2-yl)sulfanyl]prop-2-en-1-one